O=C(CNC(=O)C1CCN(CC1)C(C(C(F)(F)F)(C)C)=O)NC=1C=C2CC3(C(NC4=NC=CC=C43)=O)CC2=CC1 N-(2-oxo-2-((2'-oxo-1,1',2',3-tetrahydrospiro[indene-2,3'-pyrrolo[2,3-b]pyridin]-5-yl)amino)ethyl)-1-(3,3,3-trifluoro-2,2-dimethylpropanoyl)piperidine-4-carboxamide